2-hydroxy-4-(1,2-dihydroxyethyl)phenolate OC1=C(C=CC(=C1)C(CO)O)[O-]